C(C)(C)(C)N1N=CC(=C1)C(=O)NCC1=CC(=NO1)C=1N(C2=CC=CC(=C2C1)N[C@H]1[C@H](CN(CC1)C)F)CC(F)(F)F 1-tert-butyl-N-{[3-(4-{[(3S,4R)-3-fluoro-1-methylpiperidin-4-yl]amino}-1-(2,2,2-trifluoroethyl)-1H-indol-2-yl)-1,2-oxazol-5-yl]methyl}-1H-pyrazole-4-carboxamide